Butyl 3-(2-bromoethoxy)propanoate BrCCOCCC(=O)OCCCC